1,5-octadien-3-al C=CC(CC=CCC)=O